(9Z,9'Z,12Z,12'Z)-2-(2-aminoacetoxy)propane-1,3-diyl bis(octadeca-9,12-dienoate) C(CCCCCCC\C=C/C\C=C/CCCCC)(=O)OCC(COC(CCCCCCCC=CCC=CCCCCC)=O)OC(CN)=O